ClC=1C=CC(=NC1)[C@@H](C)C1(CCN(CC1)C1=C(C(N(C2=C(C=CC=C12)OC1COC1)C)=O)C#N)O 4-[4-[(1R)-1-(5-chloro-2-pyridyl)ethyl]-4-hydroxy-1-piperidyl]-1-methyl-8-(oxetan-3-yloxy)-2-oxo-quinoline-3-carbonitrile